C(C(C)C)(=O)N1C(CNCC1C)C(=O)NCC1=CC=C(C=C1)C1=NC(=C(C=C1)C)OC 1-isobutyryl-N-(4-(6-methoxy-5-methylpyridin-2-yl)benzyl)-6-methylpiperazine-2-carboxamide